(5S)-1-(5-Ethynyl-2-{[4-(4-methylpiperazin-1-yl)phenyl]amino}pyrido[2,3-d]pyrimidin-7-yl)-5-isopropylimidazolidin-2-one C(#C)C1=CC(=NC=2N=C(N=CC21)NC2=CC=C(C=C2)N2CCN(CC2)C)N2C(NC[C@@H]2C(C)C)=O